N-[(2S)-2-hydroxy-3-{5-methyl-6-[(4-methyl-1,3-oxazol-5-yl)methoxy]-1,2,3,4-tetrahydroisoquinolin-2-yl}propyl]-6-(4-methylpiperazin-1-yl)pyridine-4-carboxamide O[C@@H](CNC(=O)C1=CC=NC(=C1)N1CCN(CC1)C)CN1CC2=CC=C(C(=C2CC1)C)OCC1=C(N=CO1)C